3-[4-(5-aminopent-1-yn-1-yl)-1-oxo-3H-isoindol-2-yl]piperidine-2,6-dione trifluoro-acetate FC(C(=O)O)(F)F.NCCCC#CC1=C2CN(C(C2=CC=C1)=O)C1C(NC(CC1)=O)=O